FC1=C(C=CC=C1C(F)(F)F)[N+]#[C-] 2-FLUORO-3-(TRIFLUOROMETHYL)-PHENYLISOCYANIDE